CC(=CCCC(=C)/C=C/Cl)C Chloromyrcene